C(CCCC(=O)[O-])(=O)OCC(C)C (R)-isobutyl glutarate